ClC1=C(C(=O)NC2=C3C=NN(C3=CC=C2)C2=CC(=C(C=C2)OC)C(F)(F)F)C=C(C=C1)CNC(=O)C1(CC1)O 2-chloro-5-({[(1-hydroxycyclopropyl)carbonyl]amino}methyl)-N-{1-[4-methoxy-3-(trifluoromethyl)phenyl]-1H-indazole-4-yl}benzamide